6-chloro-2'-methyl-6'-(1-methyltriazol-4-yl)spiro[indolin-3,4'-piperidin]-2-one ClC1=CC=C2C(=C1)NC(C21CC(NC(C1)C=1N=NN(C1)C)C)=O